NCCCCCCNC[Si](OCC)(OCC)OCC N-(6-AMINOHEXYL)AMINOMETHYL-TRIETHOXYSILANE